Methyl (S)-3-(4-(4-(1H-imidazole-1-carboxamido)-2-oxopyrimidin-1(2H)-yl)phenyl)-2-((t-butoxycarbonyl)amino)propanoate N1(C=NC=C1)C(=O)NC1=NC(N(C=C1)C1=CC=C(C=C1)C[C@@H](C(=O)OC)NC(=O)OC(C)(C)C)=O